C(CCC)(=O)OCCOC1=CC=C(C=C1)OCCOC(CCC)=O (1,4-phenylenebis(oxy))bis(ethane-2,1-diyl) dibutyrate